2-(3-isopropyl-2-(8-methyl-[1,2,4]triazolo[1,5-a]pyridin-6-yl)-1H-indol-5-yl)morpholine C(C)(C)C1=C(NC2=CC=C(C=C12)C1CNCCO1)C=1C=C(C=2N(C1)N=CN2)C